1-methyl-2-pyrrolecarboxylic acid CN1C(=CC=C1)C(=O)O